ClC=1C(=C(CNC(CN(C(CN2N=C(C3=CC(=CC=C23)C(=O)NC=2C=NC=NC2)C(=O)N)=O)C(C)C)=O)C=CC1)F 1-(2-((2-((3-chloro-2-fluorobenzyl)amino)-2-oxoethyl)(isopropyl)amino)-2-oxoethyl)-N5-(pyrimidin-5-yl)-1H-indazole-3,5-dicarboxamide